BrC=1C=C(C(=NC1OC(COCCC)C)C)N=CN(C)CC N'-[5-bromo-6-(1-methyl-2-propoxyethoxy)-2-methylpyridin-3-yl]-N-ethyl-N-methylformamidine